C(=C)N(CCNCCC[Si](OC)(OC)OC)CC1=CC=CC=C1 N-(2-(vinylbenzylamino)ethyl)3-aminopropyltrimethoxysilane